2-bromo-N,N-bis(4-methoxybenzyl)acetamide BrCC(=O)N(CC1=CC=C(C=C1)OC)CC1=CC=C(C=C1)OC